F[C@H]1[C@]2(CC(C[C@@](C[C@@H]1OC1=CC=C(N=N1)C1=C(C=C(C=C1)N1C=NC=C1)O)(N2C)C)C)C 2-(6-(((1R,2S,3S,5S)-2-fluoro-1,5,7,9-tetramethyl-9-azabicyclo[3.3.1]nonan-3-yl)oxy)pyridazin-3-yl)-5-(1H-imidazol-1-yl)phenol